Diethyl (2-(4-chlorophenyl)-2-methylpropanoyl)-L-alanyl-D-glutamate ClC1=CC=C(C=C1)C(C(=O)N[C@@H](C)C(=O)N[C@H](CCC(=O)OCC)C(=O)OCC)(C)C